6-methyl-6,7-dihydro-2H-pyrazolo[4,3-c]Pyridine-5(4H)-carboxylic acid CC1CC=2C(CN1C(=O)O)=CNN2